C1(CC1)C1=CC(=C(C(=C1)F)N1N=CC(=C1)C1=CC(=C(C=C1)CNC(OC)=O)C)F methyl N-[[4-[1-(4-cyclopropyl-2,6-difluoro-phenyl)pyrazol-4-yl]-2-methyl-phenyl]methyl]carbamate